C1(CC1)C=1N=CC(=NC1)OCC(=O)NC12CC(C1)(C2)NC(COC2=CC(=C(C=C2)Cl)Cl)=O 2-[(5-cyclopropylpyrazin-2-yl)oxy]-N-{3-[2-(3,4-dichlorophenoxy)acetamido]-bicyclo[1.1.1]pentan-1-yl}acetamide